C(C)(C)C(OCCOCC(=O)OC(C)(C)C)SSC(OCCOCC(=O)OC(C)(C)C)C(C)C di-tert-butyl 7,10-diisopropyl-3,6,11,14-tetraoxa-8,9-dithiahexadecanedioate